Butyl 4-ethynylpiperidine-1-carboxylate C(#C)C1CCN(CC1)C(=O)OCCCC